tert-butyl 2-[4-(3-chloro-2-fluoro-anilino)pyrido[3,2-d]pyrimidin-6-yl]-2,5-diazaspiro[3.4]octane-5-carboxylate ClC=1C(=C(NC=2C3=C(N=CN2)C=CC(=N3)N3CC2(C3)N(CCC2)C(=O)OC(C)(C)C)C=CC1)F